C(C)C1CN(C=2C(NC(=NC2N1)N)=O)C 7-ethyl-5-methyl-7,8-dihydropterin